2-(3-(4,6-dimethoxypyrimidin-2-yl)-6-fluoro-2-oxo-2,3-dihydrobenzothiazol-5-yl)-4,5,6,7-tetrahydro-1H-isoindole-1,3(2H)-dione COC1=NC(=NC(=C1)OC)N1C(SC2=C1C=C(C(=C2)F)N2C(C=1CCCCC1C2=O)=O)=O